1-(2-(4-(4-methoxy-2-methylphenyl)-1H-imidazol-2-yl)piperidin-1-yl)-2-(methylthio)propan-1-one COC1=CC(=C(C=C1)C=1N=C(NC1)C1N(CCCC1)C(C(C)SC)=O)C